3-Acetylamino-N-(4-(chlorodifluoromethoxy)phenyl)-4-isopropyl-5-(4,4,5,5-tetramethyl-1,3,2-dioxaborolan-2-yl)-1,2,3,3a,4,8b-hexahydrocyclopenta[b]indole-7-carboxamide C(C)(=O)NC1CCC2C1N(C=1C(=CC(=CC21)C(=O)NC2=CC=C(C=C2)OC(F)(F)Cl)B2OC(C(O2)(C)C)(C)C)C(C)C